(2-(trimethylsilyl)ethoxy)methyl-1H-pyrazole C[Si](CCOCN1N=CC=C1)(C)C